CC1=NNC(=N1)C1=CC=NC=C1 3-Methyl-5-(4-pyridyl)-1,2,4-triazole